OC1=C2[C@H]3[C@H](C(OC2=CC(=C1)\C=C/C(=O)O)=C)CCC(=C3)C (Z)-3-[(6Ar,10aR)-1-hydroxy-9-methyl-6-methylidene-6a,7,8,10a-tetrahydrobenzo[c]chromen-3-yl]prop-2-enoic acid